2-[5-[(4-chlorophenyl)methoxymethyl]-2-(3-chloro-2-pyridyl)pyrazol-3-yl]-8-methyl-4-oxo-3,1-benzoxazine-6-carbonitrile ClC1=CC=C(C=C1)COCC=1C=C(N(N1)C1=NC=CC=C1Cl)C1=NC2=C(C(O1)=O)C=C(C=C2C)C#N